9-(4-aminocarbonylphenyl)-7-methoxy-9H-carbazole-2-carboxylic acid NC(=O)C1=CC=C(C=C1)N1C2=CC(=CC=C2C=2C=CC(=CC12)C(=O)O)OC